C1(=CC=CC=C1)N(CCC(=C)C1=CC=CC=C1)C1=CC=CC=C1 1-diphenylamino-3-phenylbut-3-ene